NC1=C2N=CN(C2=NC(=N1)Cl)[C@H]1[C@H]([C@@H]([C@H](O1)COC(C(=O)O)(C(=O)O)CC1=CC=C(C=C1)OCC(F)(F)F)O)F 2-(((2R,3R,4S,5R)-5-(6-amino-2-chloro-9H-purin-9-yl)-4-fluoro-3-hydroxytetrahydrofuran-2-yl)methoxy)-2-(4-(2,2,2-trifluoroethoxy)benzyl)malonic acid